tert-butyl (3S,4S)-3-[[2-[2-[tert-butyl(dimethyl) silyl]oxyethyl]-5-ethoxy-4-iodo-pyrazol-3-yl]methyl-methyl-amino]-4-hydroxy-pyrrolidine-1-carboxylate [Si](C)(C)(C(C)(C)C)OCCN1N=C(C(=C1CN([C@H]1CN(C[C@@H]1O)C(=O)OC(C)(C)C)C)I)OCC